OC1=C2C=CC(OC2=CC=C1C(=O)O)(CCC=C(C)C)C 5-hydroxy-2-methyl-2-(4-methylpent-3-enyl)-chromene-6-carboxylic acid